(E)-N'-(6,7-dihydroquinolin-8(5H)-ylidene)-7-(pyridin-2-yl)-2,7-diazaspiro[4.4]nonane-2-thiohydrazide N1=CC=CC=2CCC/C(/C12)=N\NC(=S)N1CC2(CC1)CN(CC2)C2=NC=CC=C2